ClCC1=CC=C(CN2CCN(CC2)C2=NC(=NC(=C2)N2C=NC(=C2)C(F)(F)F)C)C=C1 4-(4-(4-(chloromethyl)benzyl)piperazin-1-yl)-2-methyl-6-(4-(trifluoromethyl)-1H-imidazol-1-yl)pyrimidine